C1(CC1)C=1N=CN(C1)C1=C(C=C2C=CNC(C2=C1)=O)OC 7-(4-cyclopropyl-1H-imidazol-1-yl)-6-methoxyisoquinolin-1(2H)-one